COC1=CC(=C(C(=O)O)C=C1)N=[N+]=[N-] 4-methoxy-azidobenzoic acid